rac-(NZ,R)-N-[1'-(7-bromo-6-methyl-pyrazolo[1,5-a]pyrazin-4-yl)-2-(triisopropylsiloxymethyl)-spiro[7H-cyclopenta[b]pyridin-6,4'-piperidin]-5-ylidene]-2-methyl-propane-2-sulfinamide BrC1=C(N=C(C=2N1N=CC2)N2CCC1(CC2)/C(/C=2C(=NC(=CC2)CO[Si](C(C)C)(C(C)C)C(C)C)C1)=N/[S@](=O)C(C)(C)C)C |r|